4-Imidazo[1,2-a]Pyridin-3-Ylpyrimidin N=1C=C(N2C1C=CC=C2)C2=NC=NC=C2